C(C)N(C(=O)C=1C=NC=CC1)CC N,N-diethyl-pyridine-3-carboxamide